2-(2,6-dioxopiperidin-3-yl)-5-((3-(3-(4-((1r,3r)-3-((5-(5-methyl-5H-pyrido[4,3-b]indol-7-yl)pyridin-2-yl)oxy)cyclobutoxy)piperidin-1-yl)phenyl)prop-2-yn-1-yl)oxy)isoindoline-1,3-dione O=C1NC(CCC1N1C(C2=CC=C(C=C2C1=O)OCC#CC1=CC(=CC=C1)N1CCC(CC1)OC1CC(C1)OC1=NC=C(C=C1)C=1C=CC=2C3=C(N(C2C1)C)C=CN=C3)=O)=O